(1H-pyrrolo[2,3-b]pyridin-3-yl)-N-((tetrahydro-2H-pyran-4-yl)methyl)quinazolin-4-amine N1C=C(C=2C1=NC=CC2)C2=NC1=CC=CC=C1C(=N2)NCC2CCOCC2